C(CCCCC(C)C)(=O)[O-].[K+] potassium isooctanoic acid salt